(S)-4-(4-((1-(vinylsulfonyl)pyrrolidin-3-yl)oxy)-1H-indazol-6-yl)phenol C(=C)S(=O)(=O)N1C[C@H](CC1)OC1=C2C=NNC2=CC(=C1)C1=CC=C(C=C1)O